O1CCOC2=NC=C(C=C21)S(=O)(=O)N2CC1=C(C2)CN(C1)C([C@H](CO)C1=CC=CC=C1)=O (S)-1-(5-[2H,3H-[1,4]dioxino[2,3-b]pyridine-7-sulfonyl]-1H,2H,3H,4H,5H,6H-pyrrolo[3,4-c]pyrrol-2-yl)-3-hydroxy-2-phenylpropan-1-one